C(C1=CC=CC=C1)OC1=C(C=O)C(=CC(=C1)OC(F)F)OCC1=CC=C(C=C1)OC 2-(benzyloxy)-4-(difluoromethoxy)-6-[(4-methoxyphenyl)methoxy]benzaldehyde